C1(CC1)C=1C=C(C=2N(C1)C=C(N2)CN2N=NC(=C2)C(=O)O)N2CCN(CC2)CC(F)(F)F 1-((6-cyclopropyl-8-(4-(2,2,2-trifluoroethyl)piperazin-1-yl)imidazo[1,2-a]pyridin-2-yl)methyl)-1H-1,2,3-triazole-4-carboxylic acid